C(C1=CC=CC=C1)OC(NC=1C(=NN(C1)C1CCC(CC1)=O)OCCOCC)=O N-[3-(2-ethoxyethoxy)-1-(4-oxocyclohexyl)-1H-pyrazol-4-yl]carbamic acid benzyl ester